C(C=C)[C@H]1O[C@@H]([C@@H]([C@@H]([C@H]1O)N1N=NC(=C1)C1=C(C(=C(C=C1)Cl)F)F)O)CO (2R,3R,4R,5R,6R)-2-allyl-4-(4-(4-chloro-2,3-difluorophenyl)-1H-1,2,3-triazol-1-yl)-6-(hydroxymethyl)tetrahydro-2H-pyran-3,5-diol